C1(CC1)[C@@H](C)OC=1C(=CC(=NC1)NC(C)=O)NC1=NC(=NC(=C1)C)C(C)(F)F (R)-N-(5-(1-cyclopropylethoxy)-4-((2-(1,1-difluoroethyl)-6-methylpyrimidin-4-yl)amino)pyridin-2-yl)acetamide